(1S,2S)-(R)-4,4-dimethyl-2-oxotetrahydrofuran-3-yl 2-(6-isopropylpyridazin-3-yl)-1-(2-methoxy-5-methylphenyl)cyclopropanecarboxylate C(C)(C)C1=CC=C(N=N1)[C@@H]1[C@](C1)(C(=O)O[C@H]1C(OCC1(C)C)=O)C1=C(C=CC(=C1)C)OC